(3R)-3-(Hydroxymethyl)-N-[(1S)-1-Phenylethyl]hexanamide tert-butyl-(2-azido-4-(2-cyano-6-(3-(3-fluoro-5-methylphenyl)-4-(4-oxopiperidin-1-yl)quinolin-6-yl)phenoxy)butyl)carbamate C(C)(C)(C)N(C(O)=O)CC(CCOC1=C(C=CC=C1C=1C=C2C(=C(C=NC2=CC1)C1=CC(=CC(=C1)C)F)N1CCC(CC1)=O)C#N)N=[N+]=[N-].OC[C@@H](CC(=O)N[C@@H](C)C1=CC=CC=C1)CCC